CN1N=NC(=C1C=1C=C2C(=NC1)C1=C(N2C(C2CCOCC2)C2=NC=CC=C2OC)C(=NN1C)C(C)(C)O)C 2-(6-(1,4-Dimethyl-1H-1,2,3-triazol-5-yl)-4-((3-methoxypyridin-2-yl)(tetrahydro-2H-pyran-4-yl)methyl)-1-methyl-1,4-dihydropyrazolo[3',4':4,5]pyrrolo[3,2-b]pyridin-3-yl)propan-2-ol